C[C@H]1CCC=C2[C@]1(C[C@@H](CC2)C(=C)C)C (-)-5-Epieremophilene